N-dimethylethyl-ammonium bisulfate S([O-])(O)(=O)=O.CC(C)([NH3+])C